C[C@@H]1CN(CCO1)C(C)(C)C1=CC(=C2CNC(C2=C1)=O)C(F)(F)F (R)-6-(2-(2-methylmorpholinyl)propan-2-yl)-4-(trifluoromethyl)isoindolin-1-one